1-(9-(4-amino-5-(5-fluoropyridin-3-yl)-7-methyl-7H-pyrrolo[2,3-d]pyrimidin-6-yl)-3-azaspiro[5.5]undec-8-en-3-yl)prop-2-en-1-one NC=1C2=C(N=CN1)N(C(=C2C=2C=NC=C(C2)F)C2=CCC1(CCN(CC1)C(C=C)=O)CC2)C